((3aS,4S,6R,6aS)-6-(4-chloro-7H-pyrrolo[2,3-d]pyrimidin-7-yl)-4-fluoro-2,2-dimethyltetrahydro-4H-cyclopenta[d][1,3]dioxol-4-yl)methyl benzoate C(C1=CC=CC=C1)(=O)OC[C@]1(C[C@H]([C@@H]2OC(O[C@@H]21)(C)C)N2C=CC1=C2N=CN=C1Cl)F